2-methyl-5-nitro-1-(2,3-dihydroxypropyl)imidazole methyl-2-(1-(4-((1,3-dioxo-1,2,3,4-tetrahydroisoquinolin-6-yl)carbamoyl)benzyl)-3,5-dimethyl-1H-pyrazol-4-yl)acetate COC(CC=1C(=NN(C1C)CC1=CC=C(C=C1)C(NC=1C=C2CC(NC(C2=CC1)=O)=O)=O)C)=O.CC=1N(C(=CN1)[N+](=O)[O-])CC(CO)O